FC(OC=1C=C2CN(CC2=CC1)C1=NC=CC(=N1)C1=NC=CC(=N1)C#CC=1C=C2C=NNC2=CC1)F 5-((2'-(5-(difluoromethoxy)isoindolin-2-yl)-[2,4'-bipyrimidinyl]-4-yl)ethynyl)-1H-indazole